(5-chloro-2-(4-(N-(2,4-dimethoxybenzyl)-N-(1,2,4-thiadiazol-5-yl)sulfonylamino)-2,5-difluorophenoxy)phenyl)-carbamic acid tert-butyl ester C(C)(C)(C)OC(NC1=C(C=CC(=C1)Cl)OC1=C(C=C(C(=C1)F)N(S(=O)(=O)C1=NC=NS1)CC1=C(C=C(C=C1)OC)OC)F)=O